C(C1=CC=CC=C1)=NC1=CC=C(C=C1)C benzylidene-para-toluidine